Triphenylcarbon C1(=CC=CC=C1)[C](C1=CC=CC=C1)C1=CC=CC=C1